methyl 4-((3-(tert-butoxy)-3-oxopropyl)amino)-3-methoxy-5-nitrobenzoate C(C)(C)(C)OC(CCNC1=C(C=C(C(=O)OC)C=C1[N+](=O)[O-])OC)=O